9-((1-(tert-Butoxycarbonyl)piperidin-4-yl)methoxy)-6-isopropyl-2-oxo-10-(thiazol-2-yl)-6,7-dihydro-2H-pyrido[2,1-a]isoquinoline-3-carboxylic acid ethyl ester C(C)OC(=O)C=1C(C=C2N(C(CC3=CC(=C(C=C23)C=2SC=CN2)OCC2CCN(CC2)C(=O)OC(C)(C)C)C(C)C)C1)=O